1-ethyl-(1-dimethylaminopropyl)carbodiimide hydrochloride Cl.C(C)N=C=NC(CC)N(C)C